4-(6-(6-((5-ethynylpyridin-3-yl)methyl)-3,6-diazabicyclo[3.1.1]heptan-3-yl)pyridin-3-yl)-6-(2-hydroxy-2-methylpropyloxy)pyrazolo[1,5-a]pyridine-3-carbonitrile C(#C)C=1C=C(C=NC1)CN1C2CN(CC1C2)C2=CC=C(C=N2)C=2C=1N(C=C(C2)OCC(C)(C)O)N=CC1C#N